C(C=C\C=C/CCCCC)(=O)[O-] 4Z-decadienoat